(4-{4-[6-(1,1-Difluoro-ethyl)-pyridin-2-yl]-6-isopropylamino-[1,3,5]triazin-2-ylamino}-pyridin-2-yl)-2-methyl-propionitrile FC(C)(F)C1=CC=CC(=N1)C1=NC(=NC(=N1)NC(C)C)NC1=CC(=NC=C1)C(C#N)(C)C